FC(COC=1C=CC(=NC1CN(C)C)NC=1C=CC(=C2CNC(C12)=O)C1=CN=C2N1C=CC(=C2)F)F 7-((5-(2,2-difluoroethoxy)-6-((dimethylamino)-methyl)pyridin-2-yl)amino)-4-(7-fluoroimidazo[1,2-a]pyridin-3-yl)isoindolin-1-one